(±)-cis-3-(2-(4-methoxyphenyl)-1,3-dioxan-4-yl)-1-phenylpropan-1-one COC1=CC=C(C=C1)[C@@H]1OCC[C@@H](O1)CCC(=O)C1=CC=CC=C1 |r|